FC1=C(C=CC=C1)N1N=C(N=C1N)NC1=CC=C(C=C1)OCCN1CCCCC1 1-(2-fluorophenyl)-N3-(4-(2-(piperidin-1-yl)ethoxy)phenyl)-1H-1,2,4-triazole-3,5-diamine